BrC=1C(=C(C=CC1)N(C1=NC=2N(C3=CC=C(C=C13)F)C=NN2)CC(F)F)F N-(3-bromo-2-fluoro-phenyl)-N-(2,2-difluoroethyl)-7-fluoro-[1,2,4]triazolo[4,3-a]quinazolin-5-amine